mono-n-nonyl-hafnium trishydroxide [OH-].[OH-].[OH-].C(CCCCCCCC)[Hf+3]